5-methoxy-4-[(1-naphthyl)methyl]-2-oxo-8-[4-(pentyloxy)-3-methyl-phenyl]-7-thia-1-azabicyclo[4.3.0]non-3,5,8-triene-9-carboxylic acid COC=1C(=CC(N2C(=C(SC12)C1=CC(=C(C=C1)OCCCCC)C)C(=O)O)=O)CC1=CC=CC2=CC=CC=C12